[2-amino-4-(trifluoromethoxy)phenyl]-[4-[2-[(2R)-1,4-oxazepan-2-yl]-3H-imidazo[4,5-b]pyridin-7-yl]-1-piperidyl]methanone NC1=C(C=CC(=C1)OC(F)(F)F)C(=O)N1CCC(CC1)C1=C2C(=NC=C1)NC(=N2)[C@@H]2OCCCNC2